NC(CC(=O)OCC)C=1C=NC(=C(C1)Br)Cl ethyl 3-amino-3-(5-bromo-6-chloropyridin-3-yl)propanoate